racemic-piperidine-3-carbonyl azide N1C[C@@H](CCC1)C(=O)N=[N+]=[N-] |r|